potassium lead-barium [Ba].[Pb].[K]